N1=NC=C(C=C1)C1=CC=C(S1)CN1C(NN=C1)=O 4-{[5-(pyridazin-4-yl)thiophen-2-yl]methyl}-2,4-dihydro-3H-1,2,4-triazol-3-one